13-Bromo-5-(difluoromethoxy)-14,19-dimethoxy-16,16-dioxo-9-oxa-16λ6-thia-4,17,20-triazatetracyclo[16.3.1.111,15.02,7]tricosa-1(21),2(7),3,5,11,13,15(23),18(22),19-nonaen-10-one BrC=1C=C2C(OCC=3C=C(N=CC3C3=CN=C(C(NS(C(C1OC)=C2)(=O)=O)=C3)OC)OC(F)F)=O